CS(=O)C1=NC=CC(=C1)NC(=O)C1OC(CC1)C(F)(F)F N-(2-(methylsulfinyl)pyridin-4-yl)-5-(trifluoromethyl)tetrahydrofuran-2-carboxamide